NC1(CN(C1)C1=NC=C(C(=C1)OC1=C(C=C(C=C1)N1N=CN(C1=O)CC1=C(C=CC=C1F)F)F)F)CO 2-[4-[[2-[3-amino-3-(hydroxymethyl)azetidin-1-yl]-5-fluoro-4-pyridinyl]oxy]-3-fluoro-phenyl]-4-[(2,6-difluorophenyl)methyl]-1,2,4-triazol-3-one